NC=1NC2=C(C=C(C=C2C1C#N)OC)C 2-amino-5-methoxy-7-methyl-1H-indole-3-carbonitrile